ClC=1C=C(C=CC1OC)C1=C(C=C(C=C1C=1N=NN(N1)C(C1=CC=CC=C1)(C1=CC=CC=C1)C1=CC=CC=C1)N)F 3'-chloro-2-fluoro-4'-methoxy-6-(2-trityl-2H-tetrazol-5-yl)-[1,1'-biphenyl]-4-amine